N-(3-{2-tert-butyl-5-[2-(1,2,3,4-tetrahydroisoquinolin-6-ylamino)pyrimidin-4-yl]-1,3-thiazol-4-yl}-2-fluorophenyl)propane-1-sulfonamide hydrochloride salt Cl.C(C)(C)(C)C=1SC(=C(N1)C=1C(=C(C=CC1)NS(=O)(=O)CCC)F)C1=NC(=NC=C1)NC=1C=C2CCNCC2=CC1